C(C1=CC=CC=C1)OC(=O)C1CN(C2=C(C=C1C=1SC=CC1)C=CC=C2)N2N=C(C=C2)O (3-hydroxy-1H-pyrazolyl)-4-thienyl-2,3-dihydro-1H-benzazepine-3-Carboxylic acid benzyl ester